2-hydroxy-3-nitro-4-((2,3,5-trifluorophenyl)amino)benzoic acid methyl ester COC(C1=C(C(=C(C=C1)NC1=C(C(=CC(=C1)F)F)F)[N+](=O)[O-])O)=O